C(C)N1C=CC2=CC=C(C=C12)C=1C=C(C=CC1)[C@H](CC(=O)OCC)NC(=O)NC=1C(N(C=CC1O)C)=O ethyl (S)-3-(3-(1-ethyl-1H-indol-6-yl)phenyl)-3-(3-(4-hydroxy-1-methyl-2-oxo-1,2-dihydropyridin-3-yl)ureido)propanoate